(1aR,5aR)-2-(2,4-Difluoro-phenyl)-1a,2,5,5a-tetrahydro-1H-2,3-diaza-cyclopropa[a]pentalene-4-carboxylic acid [2-(1H-imidazol-4-yl)-ethyl]-amide N1C=NC(=C1)CCNC(=O)C=1C=2C[C@@H]3[C@H](C2N(N1)C1=C(C=C(C=C1)F)F)C3